O=S1(CCCC1)=O 1,1-dioxotetrahydrothiophene